BrC1=C(C=CC(=C1)F)C1=C(N=C(O1)C)CC=1C(=NN(C1)CC)Cl 5-(2-bromo-4-fluorophenyl)-4-((3-chloro-1-ethyl-1H-pyrazol-4-yl)methyl)-2-methyloxazole